2,6-Dichloro-3-{[(2,2-dimethylpropionyl)amino]methyl}-N-[1-(2-methoxypyridin-4-yl)-1H-indazol-4-yl]benzamide ClC1=C(C(=O)NC2=C3C=NN(C3=CC=C2)C2=CC(=NC=C2)OC)C(=CC=C1CNC(C(C)(C)C)=O)Cl